NC1=C(C=C(C=N1)NC(C(=O)N1[C@H](CC[C@@H](C1)C)C1=CC(=C(C=C1)F)OCCN(C)C)=O)CC N-(6-amino-5-ethylpyridin-3-yl)-2-((2R,5S)-2-(3-(2-(dimethylamino)ethoxy)-4-fluorophenyl)-5-methylpiperidin-1-yl)-2-oxoacetamide